CN1C(=NN=C1C1=NC=NC=C1)CNC=1C=C(C(=O)N[C@@H](C)C2=CC=C(OCCCCCOCCCOCC(=O)O)C=C2)C=CC1 (S)-2-(3-((5-(4-(1-(3-(((4-methyl-5-(pyrimidin-4-yl)-4H-1,2,4-triazol-3-yl)methyl)amino)benzamido)ethyl)phenoxy)pentyl)oxy)propoxy)acetic acid